N1C=CC2=CC(=CC=C12)NC(=O)C1=CC2=C(OCCC3=C2SC=C3)C=C1 9-((1H-indol-5-yl)carbamoyl)-4,5-dihydrobenzo[b]thieno[2,3-d]oxepin